[Co+2].C(C)N1C=[N+](C=C1)C 1-ethyl-3-methylimidazolium cobalt